(Z)-N-(N-(4-azidobutyl)-N'-benzoylcarbamimidoyl)benzamide N(=[N+]=[N-])CCCCN/C(=N/C(C1=CC=CC=C1)=O)/NC(C1=CC=CC=C1)=O